CN(C(C)=O)[C@H](C1=CC(=CC=C1)N1C(C2=CC(=CC(=C2C1)C(F)(F)F)CNC1(CCC1)C)=O)C1=NN=CN1C (R)-N-methyl-N-((4-methyl-4H-1,2,4-triazol-3-yl)(3-(6-(((1-methylcyclobutyl)amino)methyl)-1-oxo-4-(trifluoromethyl)isoindolin-2-yl)phenyl)methyl)acetamide